(S)-3-chloro-N-(1-((1-cyanocyclopropyl)amino)-3-(6-(1-(2,2-difluoroethyl)-1,2,3,6-tetrahydropyridin-4-yl)benzo[d]oxazol-2-yl)-1-oxopropan-2-yl)propanamide ClCCC(=O)N[C@H](C(=O)NC1(CC1)C#N)CC=1OC2=C(N1)C=CC(=C2)C=2CCN(CC2)CC(F)F